3-(Methylamino)-4-morpholino-4-oxobutanoic acid CNC(CC(=O)O)C(=O)N1CCOCC1